O1COC2=C1C=CC(=C2)CNC(C(=O)[C@H]2N(CCC2)C(CNC(=O)C2=CC=NC1=CC=C(C=C21)OCCCN2CCN(CC2)C(=O)OC(C)(C)C)=O)=O tert-butyl (S)-4-(3-((4-((2-(2-(2-((benzo[d][1,3]dioxol-5-ylmethyl)amino)-2-oxoacetyl)pyrrolidin-1-yl)-2-oxoethyl)carbamoyl)quinolin-6-yl)oxy)propyl)piperazine-1-carboxylate